CC=1C(=NC(=CC1)C(F)(F)F)NC(=O)[C@H]1N([C@@H]2C[C@@]2(C1)CNC([C@@H](CCC=C)C)=O)C(=O)OC(C)(C)C (1R,3S,5R)-tert-Butyl 3-((3-methyl-6-(trifluoromethyl)pyridin-2-yl)carbamoyl)-5-(((R)-2-methylhex-5-enamido)methyl)-2-azabicyclo[3.1.0]hexane-2-carboxylate